C1CCC2=C(C=3CCCC3C=C12)N1N=CC(=C1)S(=O)(=N)C=1SC(=CN1)C(C)(C)O (1-(1,2,3,5,6,7-hexahydro-s-indacen-4-yl)-1H-pyrazol-4-yl)(5-(2-hydroxypropan-2-yl)thiazol-2-yl)(imino)-λ6-sulfanone